2-amino-N',3-dimethyl-N'-(pyrimidin-2-yl)-N-((5-(2-(trifluoromethyl)thiazol-5-yl)pyridin-2-yl)methyl)quinoline-6-carbohydrazide NC1=NC2=CC=C(C=C2C=C1C)C(=O)N(N(C1=NC=CC=N1)C)CC1=NC=C(C=C1)C1=CN=C(S1)C(F)(F)F